1-(6-(hydroxymethyl)-9H-purin-9-yl)propane-2-one OCC1=C2N=CN(C2=NC=N1)CC(C)=O